[Ca].[Si].[Al].[Fe] iron aluminum-silicon-calcium